hydroxy-beta-hydroxy-alanine ON[C@@H](CO)C(=O)O